(S)-2-[4-(3-fluorobenzyloxy)benzylamino]propanamide mesylate S(C)(=O)(=O)O.FC=1C=C(COC2=CC=C(CN[C@H](C(=O)N)C)C=C2)C=CC1